ClCCNC(=O)N Chloroethylurea